2-(methacryloyloxy)ethyltrimethylammonium C(C(=C)C)(=O)OCC[N+](C)(C)C